FC=1C=C(CN2CCC(CC2)N2C(NC(C2)(C2=CC=C(C=C2)F)C2=CC=C(C=C2)F)=O)C=CC1 1-[1-(3-fluorobenzyl)-piperidin-4-yl]-4,4-bis-(4-fluorophenyl)-imidazolidin-2-one